ethyl 1-(2,2-difluoropropyl)-8-methoxy-9-(4,4,5,5-tetramethyl-1,3,2-dioxaborolan-2-yl)-5,6-dihydropyrrolo[2,1-a]isoquinoline-3-carboxylate FC(CC=1C=C(N2C1C1=CC(=C(C=C1CC2)OC)B2OC(C(O2)(C)C)(C)C)C(=O)OCC)(C)F